piperazineOne N1C(CNCC1)=O